ClC1=C(C=2N=C(N=C(C2C=N1)N1C2C(C2CCCC1)Cl)OC([2H])([2H])[C@]12CCCN2C[C@@H](C1)F)F 7-chloro-4-(8-chloro-2-azabicyclo[5.1.0]octan-2-yl)-8-fluoro-2-(((2R,7aS)-2-fluorotetrahydro-1H-pyrrolizin-7a(5H)-yl)methoxy-d2)pyrido[4,3-d]pyrimidine